FC1=C(OCCCC(C(=O)N2CC(N(CC2)S(=O)(=O)C2=CC=C(C=C2)F)C)(C)C)C(=CC=C1)F 5-(2,6-Difluorophenoxy)-1-(4-((4-fluorophenyl)sulfonyl)-3-methylpiperazin-1-yl)2,2-dimethylpentan-1-one